COCCN(CCSC1=C(OC2=C(C=C(C=C2)C2=NOC(=N2)CN2C(N(C(C2=O)(C)C)CCN2CCOCC2)=O)C(F)(F)F)C=CC=C1)CCOC 3-((3-(4-(2-((2-(bis(2-methoxyethyl)amino)ethyl)thio)phenoxy)-3-(trifluoromethyl)phenyl)-1,2,4-oxadiazol-5-yl)methyl)-5,5-dimethyl-1-(2-morpholinoethyl)imidazolidine-2,4-dione